C(C)(C)(C)N1N=C(C=C1)C(=O)NCC1=C(C(=C(C=C1)C=1C=2N(C=C(N1)C=1C=NN(C1)C)N=CC2)F)F 1-(tert-butyl)-N-(2,3-difluoro-4-(6-(1-methyl-1H-pyrazol-4-yl)pyrazolo[1,5-a]pyrazin-4-yl)benzyl)-1H-pyrazole-3-carboxamide